5-(dimethylamino)-2-(4-methoxybenzyl)-3-oxo-2,3-dihydropyridazine-4-carbaldehyde CN(C1=C(C(N(N=C1)CC1=CC=C(C=C1)OC)=O)C=O)C